C1(CC1)OCCN1[C@@H](CN(CC1)C1=CC(=C2C(=N1)C(=CS2)C(=O)NC)C(F)(F)F)C (R)-5-(4-(2-cyclopropoxyethyl)-3-methylpiperazin-1-yl)-N-methyl-7-(trifluoromethyl)thieno[3,2-b]pyridine-3-carboxamide